C(C)NC(C(=O)N)=C ethylaminoacrylamide